C(#N)/C(=C/[O-])/C(OCC)OCC.[K+] potassium (Z)-2-cyano-3,3-diethoxyprop-1-en-1-olate